FC=1C=C(C=NC1)C1=NC=2N(C(=N1)N[C@@H]1CCC=3NC4=CC=CC=C4C3C1)N=CC2C#C[Si](C)(C)C (3R)-N-[2-(5-fluoro-3-pyridyl)-8-(2-trimethylsilylethynyl)pyrazolo[1,5-a][1,3,5]triazin-4-yl]-2,3,4,9-tetrahydro-1H-carbazol-3-amine